3-(5-(8-((4'-chloro-5,5-dimethyl-3,4,5,6-tetrahydro-[1,1'-biphenyl]-2-yl)methyl)-3,8-diazabicyclo[3.2.1]octane-3-Carbonyl)-6-fluoro-1-oxoisoindolin-2-yl)piperidine-2,6-dione ClC1=CC=C(C=C1)C1=C(CCC(C1)(C)C)CN1C2CN(CC1CC2)C(=O)C=2C=C1CN(C(C1=CC2F)=O)C2C(NC(CC2)=O)=O